5-(1-(tert-Butoxycarbonyl)piperidin-4-yl)-1H-indole-3-carboxylic acid methyl ester COC(=O)C1=CNC2=CC=C(C=C12)C1CCN(CC1)C(=O)OC(C)(C)C